6-((1-Acetylpiperidin-4-yl)oxy)pyridazin-3(2H)-one C(C)(=O)N1CCC(CC1)OC=1C=CC(NN1)=O